[Si](C)(C)(C(C)(C)C)OC=1C=CC2=C(N(C(N2)=O)C)C1 6-((tert-butyldimethylsilyl)oxy)-1-methyl-1,3-dihydro-2H-benzo[d]imidazol-2-one